ClC1=CC(=C(COC2=NC(=NC=C2F)C2=CCC(CC2)CC2=NC=3C(=NC(=CC3)C(=O)OC)N2CC(C)(C)C#N)C=C1)F Methyl 2-((4-(4-((4-chloro-2-fluorobenzyl)oxy)-5-fluoropyrimidin-2-yl)cyclohex-3-en-1-yl)methyl)-3-(2-cyano-2-methylpropyl)-3H-imidazo[4,5-b]pyridine-5-carboxylate